3-METHYL-PENT-2-ENOIC ACID CC(=CC(=O)O)CC